naphthalenyl-urea C1(=CC=CC2=CC=CC=C12)NC(=O)N